(S)-3-((4-((3-(4-(tert-butyl)phenyl)-5,5-dimethyl-2,4-dioxoimidazolidin-1-yl)methyl)pyridin-2-yl)amino)butanenitrile C(C)(C)(C)C1=CC=C(C=C1)N1C(N(C(C1=O)(C)C)CC1=CC(=NC=C1)N[C@H](CC#N)C)=O